1-(4-(2-(4-Morpholinobutan-2-yl)-6-(2-(trifluoromethyl)phenyl)-2H-indazol-3-yl)piperidin-1-yl)prop-2-en-1-one O1CCN(CC1)CCC(C)N1N=C2C=C(C=CC2=C1C1CCN(CC1)C(C=C)=O)C1=C(C=CC=C1)C(F)(F)F